N1C=NC=C1CNCC1=CC2=C(OCO2)C(=C1)Cl N-((1H-imidazol-5-yl)methyl)-1-(7-chlorobenzo[d][1,3]dioxol-5-yl)methylamine